FC(C1=C(C=CC=C1)/C=C/C(C)=O)(F)F (E)-4-(2-trifluoromethylphenyl)but-3-en-2-one